3-methyloxazolidin CN1COCC1